1,3-bis(5-neopentyloxypentyl)imidazolium C(C(C)(C)C)OCCCCCN1C=[N+](C=C1)CCCCCOCC(C)(C)C